BrC1=C(C=C(NC2(CCOCC2)C(=O)O)C=C1)COC1CC1 4-[4-bromo-3-(cyclopropoxymethyl)anilino]tetrahydropyran-4-carboxylic acid